C1(CCCC1)N1C(=CC2=C1N=C(N=C2)NC2=CC=C(C=C2)N2CCN(CC2)CCC2=CC=C(C=C2)C2C(NC(CC2)=O)=O)C(=O)N(C)C 7-cyclopentyl-2-((4-(4-(4-(2,6-dioxopiperidin-3-yl)phenethyl)-piperazin-1-yl)-phenyl)amino)-N,N-dimethyl-7H-pyrrolo[2,3-d]pyrimidine-6-carboxamide